CC1=C(C(=C2C(=C1O)C(=O)C[C@H](O2)C3=C(C=CC(=C3)O)O[C@H]4[C@@H]([C@H]([C@@H]([C@H](O4)CO)O)O)O)C)O The molecule is a flavanone glycoside that is (2S)-flavanone substituted by hydroxy groups at positions 5, 7 and 5', methyl group at positions 6 and 8 and a beta-D-glucopyranosyloxy residue at position 2'. Isolated from the leaves of Myrcia multiflora, it exhibits inhibitory activity against aldose reductase. It has a role as a metabolite and an EC 1.1.1.21 (aldehyde reductase) inhibitor. It is a trihydroxyflavanone, a flavanone glycoside, a monosaccharide derivative and a beta-D-glucoside.